N-methyl-indole CN1C=CC2=CC=CC=C12